CC1=C(C2=C(N=CN=C2NC2(CC2)C)O1)C(=O)N1N=C(C(=C1C)C)C 6-methyl-N-(1-methylcyclopropyl)-5-(trimethyl-1H-pyrazole-1-carbonyl)furo[2,3-d]pyrimidin-4-amine